5-(4,4-difluoropiperidine-1-yl)-6-methylpyrimidin-4-yl-1,3,4-oxadiazole FC1(CCN(CC1)C=1C(=NC=NC1C)C=1OC=NN1)F